ClC1=NC=CC(=N1)COC1=CC=C(C=C1)C(C)(C)C1=CC=C(OC2CC(C2)NC(OC(C)(C)C)=O)C=C1 tert-butyl ((1r,3r)-3-(4-(2-(4-((2-chloropyrimidin-4-yl)methoxy)phenyl)propan-2-yl)phenoxy)cyclobutyl)carbamate